C1(C2C(CC1)O2)OC2C1C(CC2)O1 di-(2,3-epoxy cyclopentyl) ether